COCCOCCCC ethylene glycol n-butyl methyl ether